(S)-3-(6-((4-(3-aminopiperidin-1-yl)-6'-morpholino-[3,3'-bipyridin]-6-yl)amino)pyridin-2-yl)oxazolidin-2-one hydrochloride Cl.N[C@@H]1CN(CCC1)C1=C(C=NC(=C1)NC1=CC=CC(=N1)N1C(OCC1)=O)C=1C=NC(=CC1)N1CCOCC1